CC=1N=C(OC1C1=CC=CC=C1)C1=CC=C(C=C1)C=1OC(=C(N1)C)C1=CC=CC=C1 1,4-Bis(4-methyl-5-phenyl-2-oxazolyl)benzol